2,2,3,3,3-pentafluoropropyl trifluoromethanesulfonate FC(S(=O)(=O)OCC(C(F)(F)F)(F)F)(F)F